C(C)(C)(C)OC(=O)N1CC=2C(CC1)=NN(C2N2C(N(C=C2)C=2C=C1C=NN(C1=CC2)C)=O)C2=CC(=CC(=C2)C)C 2-(3,5-dimethylphenyl)-3-[3-(1-methylindazol-5-yl)-2-oxoimidazol-1-yl]-6,7-dihydro-4H-pyrazolo[4,3-c]Pyridine-5-carboxylic acid tert-butyl ester